hexyl butyrate C(CCC)(=O)OCCCCCC